FC1=C(C#N)C(=CC(=C1)CC(C)C)N1N=C2C(=C1)C(N(C2)CC=2N=NC=CC2)C 2-fluoro-4-isobutyl-6-(4-methyl-5-(pyridazin-3-ylmethyl)-5,6-dihydropyrrolo[3,4-c]pyrazol-2(4H)-yl)benzonitrile